FC1=C(C=CC=C1C(F)(F)F)CNC(=O)C=1C=C(C=NC1OC)C1=CC=C2C(=NNC2=C1)C(=O)NC 6-[5-({[2-fluoro-3-(trifluoro-methyl)phenyl]methyl}carbamoyl)-6-methoxypyridin-3-yl]-N-methyl-1H-indazole-3-carboxamide